(S)-2-(2,3-dihydropyrrolo[3',2':5,6]pyrido[2,3-B][1,4]oxazin-1(6H)-yl)-4-(6-(2-(2-isopropylphenyl)pyrrolidin-1-yl)-2-azaspiro[3.3]hept-2-yl)benzoic acid N1(C2=C(OCC1)N=C1C(=C2)C=CN1)C1=C(C(=O)O)C=CC(=C1)N1CC2(C1)CC(C2)N2[C@@H](CCC2)C2=C(C=CC=C2)C(C)C